Azolen N1=CCCC1